ClC1=NC(=NC=C1)C(F)F 4-chloro-2-(difluoromethyl)pyrimidine